8-bromo-1-[(3,4-dichlorophenyl)methyl]-3,7-dimethyl-purine-2,6-dione BrC1=NC=2N(C(N(C(C2N1C)=O)CC1=CC(=C(C=C1)Cl)Cl)=O)C